6,7-dihydro-5H-pyrrolo[1,2-c]imidazol-7-ol C1=C2N(C=N1)CCC2O